(3,5-dichloro-4-((4-cyclopropylquinolin-6-yl)oxy)phenyl)-5-oxo-4,5-dihydro-1,2,4-oxadiazole-3-carboxamide ClC=1C=C(C=C(C1OC=1C=C2C(=CC=NC2=CC1)C1CC1)Cl)N1C(=NOC1=O)C(=O)N